C(C1=CC=CC=C1)OC(=O)N1CCC(=CC1)C#CC=1CCN(CC1)C1=C(C=C(C=C1)[N+](=O)[O-])F 4-[2-[1-(2-fluoro-4-nitro-phenyl)-3,6-dihydro-2H-pyridin-4-yl]ethynyl]-3,6-dihydro-2H-pyridine-1-carboxylic acid benzyl ester